NC1=NC=CC=C1C1=NC=2C(=NC(=CC2)C2=CC=CC(N2C)=O)N1C1=CC=C(C=C1)CO 6-(2-(2-aminopyridin-3-yl)-3-(4-(hydroxymethyl)phenyl)-3H-imidazo[4,5-b]pyridin-5-yl)-1-methylpyridin-2(1H)-one